The molecule is a primary ammonium ion derivative resulting from the protonation of the primary amino group of beta-D-glucosaminyl-(1->4)-N-acetyl-D-glucosamine. The major species at pH 7.3. It is a conjugate acid of a beta-D-glucosaminyl-(1->4)-N-acetyl-D-glucosamine. CC(=O)N[C@@H]1[C@H]([C@@H]([C@H](OC1O)CO)O[C@H]2[C@@H]([C@H]([C@@H]([C@H](O2)CO)O)O)[NH3+])O